(3R,4R)-1-(cyclopropylsulfonyl)-4-((7-(5-(2,2-difluoroethyl)-3-fluoropyridin-2-yl)-5-fluoropyrrolo[2,1-f][1,2,4]triazin-2-yl)amino)piperidin-3-ol C1(CC1)S(=O)(=O)N1C[C@H]([C@@H](CC1)NC1=NN2C(C=N1)=C(C=C2C2=NC=C(C=C2F)CC(F)F)F)O